(1-((2-(3,5-dichloro-phenyl)-6-((2-(4-methylpiperazin-1-yl)pyrimidin-5-yl)oxy) pyridin-4-yl)methyl) piperidin-4-yl)methyl-methylcarbamate ClC=1C=C(C=C(C1)Cl)C1=NC(=CC(=C1)CN1CCC(CC1)COC(NC)=O)OC=1C=NC(=NC1)N1CCN(CC1)C